CN1N=NC2=C1C=CC(=C2C)C(C(C(=O)O)(C)C)C2=CC(=C(C=C2)C)CN2C[C@H](OC=1C=CC3=CN(N=C3C1C2)C)CC 3-(1,4-dimethyl-1H-benzo[d][1,2,3]triazol-5-yl)-3-(3-(((R)-7-ethyl-2-methyl-2,7,8,10-tetrahydro-9H-(1,4)oxazepino[7,6-g]indazol-9-yl)methyl)-4-methylphenyl)-2,2-dimethylpropanoic Acid